CC=1N=NN(C1C)[C@H](C(=O)N1C(CC(C1)O)C(=O)N)C(C)C 1-((S)-2-(4,5-dimethyl-1H-1,2,3-triazol-1-yl)-3-methylbutanoyl)-4-hydroxypyrrolidine-2-carboxamide